3-(2-((3-hydroxy-5-(3-(benzenesulfonylamino)phenyl)pent-4-en-1-yl)oxy)phenyl)propanoic acid methyl ester COC(CCC1=C(C=CC=C1)OCCC(C=CC1=CC(=CC=C1)NS(=O)(=O)C1=CC=CC=C1)O)=O